Br[Si]1(C[SiH](CCC1)CCCC)CCCC 1-bromo-1,3-dibutyl-1,3-disilacyclohexane